2-(Cyclobutoxy)-N-(1-ethynyl-3-bicyclo[1.1.1]pentanyl)acetamide C1(CCC1)OCC(=O)NC12CC(C1)(C2)C#C